[N+](=O)([O-])C1=CC=C(C=C1)NC(CN1N=NC(=C1)C1=CC=C(C=C1)C)=O N-(4-nitrophenyl)-2-(4-(p-tolyl)-1H-1,2,3-triazol-1-yl)acetamide